p-diaminoaniline NC1(N)CC=C(C=C1)N